N[C@@H]1CN(CCC1)C1=CC(=NC=C1C=1C=NN(C1)C(F)F)NC1=NC(=NC=C1)C=1C=C2N=CC=NC2=CC1F (S)-N-(4-(3-aminopiperidin-1-yl)-5-(1-(difluoromethyl)-1H-pyrazol-4-yl)pyridin-2-yl)-2-(7-fluoroquinoxalin-6-yl)pyrimidin-4-amine